ClC=1C=CC(=NC1)C1CN(C1)[C@@H]1[C@@H](CCCC1)OC=1C=C2CN(C(C2=CC1)=O)N1C(CCCC1=O)=O (5-(((cis)-2-(3-(5-chloropyridin-2-yl)azetidin-1-yl)cyclohexyl)oxy)-1-oxoisoindolin-2-yl)piperidine-2,6-dione